COC1=NC=2C(CCC(C2C=C1)=O)OC1=CC=C(C=C1)C(F)(F)F 2-methoxy-8-{4-(trifluoromethyl)phenoxy}-7,8-dihydroquinolin-5(6H)-one